(1r,3r)-3-((4-bromo-2-iodo-5-methoxyphenyl)carbamoyl)cyclobutanecarboxylic acid methyl ester COC(=O)C1CC(C1)C(NC1=C(C=C(C(=C1)OC)Br)I)=O